N-allyl-N-(4-bromo-2-chlorophenyl)methacrylamide C(C=C)N(C(C(=C)C)=O)C1=C(C=C(C=C1)Br)Cl